C(C)N1CC2CCC(C1)N2CC=2C=CC(=NC2)NC2=NC=C(C(=N2)C2=CC1=C(N=C3N1[C@@H](CC3)C(F)(F)F)C(=C2)F)F N-(5-((3-ethyl-3,8-diazabicyclo[3.2.1]octan-8-yl)methyl)pyridin-2-yl)-5-fluoro-4-((S)-5-fluoro-1-(trifluoromethyl)-2,3-dihydro-1H-benzo[d]pyrrolo[1,2-a]imidazol-7-yl)pyrimidin-2-amine